C(C1=CC=CC=C1)OP(=O)(OCC1=CC=CC=C1)C1=CC=C(C=C1)C(C(=O)O)NC(=O)N1C(C(N(CC1)CC1=C(C(=C(C=C1)OC)OC)Cl)=O)=O 2-(4-(bis(benzyloxy)phosphoryl)phenyl)-2-(4-(2-chloro-3,4-dimethoxybenzyl)-2,3-dioxopiperazine-1-carboxamido)acetic acid